methyl thiophene-3-oxyacetate S1C=C(C=C1)OCC(=O)OC